Br.C(C1=CC=CC=C1)OC1=CC(=NC=C1Br)N 4-(benzyloxy)-5-bromopyridin-2-amine hydrobromide